trans-2-((4-(4-(4-Chlorophenyl)-5-(2-(methylthio)ethyl)-4H-1,2,4-triazol-3-yl)cyclohexyl)oxy)pyridin ClC1=CC=C(C=C1)N1C(=NN=C1CCSC)[C@@H]1CC[C@H](CC1)OC1=NC=CC=C1